N-methyl-7-(methylsulfonyl)isochroman-4-amine CNC1COCC2=CC(=CC=C12)S(=O)(=O)C